5-[4-(6-Cyclobutoxy-2-pyridinyl)-2,6-difluoro-phenyl]hexanoic acid C1(CCC1)OC1=CC=CC(=N1)C1=CC(=C(C(=C1)F)C(CCCC(=O)O)C)F